C(C)OC1=CC(=CC=2CC(OC21)(C)C)C=2N=C(SC2)NC(=O)C2=CC(=NN2C2=NC=CC=C2Cl)Br N-(4-(7-ethoxy-2,2-dimethyl-2,3-dihydrobenzofuran-5-yl)thiazol-2-yl)-3-bromo-1-(3-chloropyridin-2-yl)-5-pyrazolecarboxamide